CN1CCN(CC1)C1CC(C1)C(=O)OCC ethyl 3-(4-methylpiperazin-1-yl)cyclobutane-1-carboxylate